4-Bromothieno[2,3-c]pyridine BrC1=C2C(=CN=C1)SC=C2